NC=1C=CC(=C2CN(C(C12)=O)CC(C#N)CN(C)C)C1=CC=C2C=NN(C2=C1)C 2-{[7-amino-4-(1-methyl-1H-indazol-6-yl)-1-oxo-2,3-dihydro-1H-isoindol-2-yl]methyl}-3-(dimethylamino)propanenitrile